ClC1=NC=CC2=C1N(C(C=1N2N=C(C1)C)([2H])[2H])C 6-chloro-2,5-dimethyl-4,5-dihydropyrazolo[1,5-a]pyrido[3,4-e]pyrazine-4,4-d2